ClC1=CC=C(C=C1)N(C(=O)C=1C(=CC=2N(C1)C=CN2)C#N)C N-(4-chlorophenyl)-7-cyano-N-methyl-imidazo[1,2-a]pyridine-6-carboxamide